C1(=CC=CC=C1)C=1OC(=C2C=CC=CC12)C1=CC=CC=C1 1,3-diphenylIsobenzofuran